ClC1=CC(=C(C=C1)N1CC2(C=3C=CC(=NC3C1=O)C=1C(=NC=CC1)OCC)CCN(CC2)C(=O)OCC2=CC=CC=C2)C(F)(F)F benzyl 7'-(4-chloro-2-(trifluoromethyl)phenyl)-2'-(2-ethoxypyridin-3-yl)-8'-oxo-7',8'-dihydro-6'H-spiro[piperidine-4,5'-[1,7]naphthyridine]-1-carboxylate